ClC=1C(=NC(=NC1)NC1=CC(=CC=C1)N1CCOCC1)OCC1CCC(CC1)NCC(F)F 5-chloro-4-(((1R,4R)-4-((2,2-difluoroethyl)amino)cyclohexyl)methoxy)-N-(3-morpholinophenyl)pyrimidin-2-amine